NC1=CC=C(C(=N1)OC)C1CCN(CC1)C(=O)OC(C)(C)C tert-butyl 4-(6-amino-2-methoxy-3-pyridyl)piperidine-1-carboxylate